BrC1=C(CNC(C(C)O)=O)C=CC=C1 N-(2-bromobenzyl)-2-hydroxypropanamide